methyl 6-chloro-2-formyl-4-methyl-pyridine-3-carboxylate ClC1=CC(=C(C(=N1)C=O)C(=O)OC)C